(R)-3-(3-chloro-4-fluorophenyl)-1-(1-(1-oxo-1,2-dihydroisoquinolin-4-yl)ethyl)-1-(pyridin-2-ylmethyl)urea ClC=1C=C(C=CC1F)NC(N(CC1=NC=CC=C1)[C@H](C)C1=CNC(C2=CC=CC=C12)=O)=O